C(C)N(C(CCCCCCCCCCC)=O)CC N,N-diethyllauramide